phenyl-(2,4,6-trihydroxyphenyl)pyridine C1(=CC=CC=C1)C=1C(=NC=CC1)C1=C(C=C(C=C1O)O)O